The molecule is the alpha-anomer of N-acetyl-D-galactosamine 1-phosphate. It has a role as an Escherichia coli metabolite. It is a conjugate acid of a N-acetyl-alpha-D-galactosamine 1-phosphate(2-). CC(=O)N[C@@H]1[C@H]([C@H]([C@H](O[C@@H]1OP(=O)(O)O)CO)O)O